(3S)-3-(3-fluoropyrrolidin-1-yl)piperidine-1-carboxylic acid benzyl ester C(C1=CC=CC=C1)OC(=O)N1C[C@H](CCC1)N1CC(CC1)F